4-amino-N-(2-(2,6-dioxopiperidin-3-yl)-1-oxoisoindol-4-yl)butanamide trifluoroacetate FC(C(=O)O)(F)F.NCCCC(=O)NC1=C2CN(C(C2=CC=C1)=O)C1C(NC(CC1)=O)=O